2-(2,2-difluoro-6-azabicyclo[3.2.1]oct-6-yl)-N-(3-sulfamoylphenyl)-6,7-dihydro-5H-cyclopenta[b]pyridine-3-carboxamide FC1(C2CN(C(CC1)C2)C2=C(C=C1C(=N2)CCC1)C(=O)NC1=CC(=CC=C1)S(N)(=O)=O)F